tert-butyl (S)-1-((1,3-dioxoisoindolin-2-yl)methyl)-8-(((S)-1-(thiazole-5-carbonyl)pyrrolidin-3-yl)oxy)-3,4-dihydroisoquinoline-2(1H)-carboxylate O=C1N(C(C2=CC=CC=C12)=O)C[C@H]1N(CCC2=CC=CC(=C12)O[C@@H]1CN(CC1)C(=O)C1=CN=CS1)C(=O)OC(C)(C)C